tert-butyl 7-fluoro-6-{1H-pyrazolo[3,4-b]pyridin-3-yl}-2,3-dihydroindole-1-carboxylate FC=1C(=CC=C2CCN(C12)C(=O)OC(C)(C)C)C1=NNC2=NC=CC=C21